C=C1C(NC(C(N1)=O)=CC=1N=C(NC1C(C)C)C(CC)C1CNCCC1)=O methylene-6-((5-isopropyl-1-(3-piperidinyl)propylimidazol-4-yl)methylene)piperazine-2,5-dione